[I].CN.[Sn] tin methylamine iodine